2,5-dibromo-3-phenylthiophene BrC=1SC(=CC1C1=CC=CC=C1)Br